ClC=1N=CC2=C(N1)N(C1=C2SN=C1)CC1=CC=C(C=C1)C=1N(C=C(N1)C(F)(F)F)C 6-Chloro-4-(4-(1-methyl-4-(trifluoromethyl)-1H-imidazol-2-yl)benzyl)-4H-isothiazolo[5',4':4,5]pyrrolo[2,3-d]pyrimidine